ClC=1C=C(C=CC1)C(CNC(COC1=C(C=CC=C1)P(O)(O)=O)=O)(F)F (2-(2-((2-(3-chlorophenyl)-2,2-difluoroethyl)amino)-2-oxoethoxy)phenyl)phosphonic acid